FC1=C(C=C(C#N)C=C1)S(=O)(=O)N1CCC2(CC(CO2)=O)CC1 4-fluoro-3-((3-oxo-1-oxa-8-azaspiro[4.5]dec-8-yl)sulfonyl)benzonitrile